4,4'-cyclohexylidenebis[N,N'-bis(4-methylphenyl)aniline] C1(CCCCC1)(C1=CC=C(N(C2=CC=C(C=C2)C)C2=CC=C(C=C2)C)C=C1)C1=CC=C(N(C2=CC=C(C=C2)C)C2=CC=C(C=C2)C)C=C1